7-(3-hydroxypropoxy)-2-(1-methyl-1H-1,2,3-triazole-5-carboxamido)-1H-benzo[d]imidazole-5-carboxamide OCCCOC1=CC(=CC2=C1NC(=N2)NC(=O)C2=CN=NN2C)C(=O)N